4-amino-3,5-dichloro-6-(4-chloro-1H-indazol-1-yl)pyridine NC1=C(C=NC(=C1Cl)N1N=CC2=C(C=CC=C12)Cl)Cl